3-(4-pyrimidin-2-yl-6-thioxo-pyridazin-1-yl)propionitrile N1=C(N=CC=C1)C=1C=NN(C(C1)=S)CCC#N